C(C)C1=C(N=C(C(=N1)C(=O)N)NC1=CC(=CC=C1)CCNC(C(C)(NC)C)=O)C 6-ethyl-5-methyl-3-((3-(2-(2-methyl-2-(methylamino)propanamido)ethyl)phenyl)amino)pyrazine-2-carboxamide